FC=1C=C(C=CC1)C(C=O)CO 2-(3-fluorophenyl)-3-hydroxypropane-1-one